C(#N)C=1C(=C(C(=NC1C(F)(F)F)C(=O)OC)C)C methyl 5-cyano-3,4-dimethyl-6-(trifluoromethyl)picolinate